C(C)(=O)C=1C=C(NC1)C=O 4-ACETYL-1H-PYRROLE-2-CARBALDEHYDE